BrC=1C(=CC(=NC1)/N=N/C(=O)O)C(=O)OC methyl (E)-5-bromo-2-(N'-hydroxyformyliminoamino)pyridine-4-carboxylate